N-(5-cyano-4-(((trans)-2-methoxycyclopentyl)amino)pyridin-2-yl)-4-(2-(dimethylamino)acetamido)-7-formyl-3,4-dihydro-2,4-methylene-1,8-naphthyridine-1(2H)-carboxamide C(#N)C=1C(=CC(=NC1)NC(=O)N1C2CC(C3=CC=C(N=C13)C=O)(C2)NC(CN(C)C)=O)N[C@H]2[C@@H](CCC2)OC